CC1=C(C=CC(=C1)N)C1=CC(=CC(=C1)C1=C(C=C(C=C1)N)C)C1=C(C=C(C=C1)N)C 1,3,5-tri(2-methyl-4-aminophenyl)benzene